NC1=C2N(C(N(C2=NC=N1)C1CCN(CC1)CC1CCNCC1)=O)C1=CC=C(C=C1)OC1=CC=CC=C1 6-amino-7-(4-phenoxyphenyl)-9-[1-(piperidin-4-ylmethyl)piperidin-4-yl]purin-8-one